C(#N)C1=C(C=CC(=C1)F)SC=1C=2N(C=C(C1)C=1C=NC(=CC1)N1CC(NCC1)=O)N=CC2C#N 4-((2-cyano-4-fluorophenyl)thio)-6-(6-(3-oxopiperazin-1-yl)pyridin-3-yl)pyrazolo[1,5-a]pyridine-3-carbonitrile